bis[2-(2-methoxyethoxy)ethyl]ether COCCOCCOCCOCCOC